[NH4+].[V+5] vanadium, ammonium salt